C1(CCCCC1)CN=C1C2=CC=CC=C2C=2C=CC=CC12 N-(cyclohexylmethyl)-9H-fluoren-9-imine